8-(pyridin-3-yl)-6-(4-(trifluoromethyl)phenyl)pyrido[3,4-d]Pyrimidin-4(3H)-one N1=CC(=CC=C1)C1=NC(=CC2=C1N=CNC2=O)C2=CC=C(C=C2)C(F)(F)F